The molecule is a iron chelate in which the four oxygen atoms from pulcherriminic acid are coordinated with two iron atoms. A red extracellular pigment formed by a number of species of bacteria and some species of yeast after growth in media enriched in iron(III). It has a role as a biological pigment. It derives from a pulcherriminic acid. CC(C)CC1=C([N+](=C(C(=[N+]1O)O)CC(C)C)O)O.[Fe].[Fe]